6-chloro-1-(4,6-dimethyl-5-pyrimidinyl)-7-(2-fluoro-6-hydroxyphenyl)-4-((2S)-2-methyl-4-(2-propenoyl)-1-piperazinyl)pyrido[2,3-d]pyrimidin-2(1H)-one ClC1=CC2=C(N(C(N=C2N2[C@H](CN(CC2)C(C=C)=O)C)=O)C=2C(=NC=NC2C)C)N=C1C1=C(C=CC=C1O)F